C(C)(C)(C)OC(=O)N([C@@H](CCSC)C(=O)OC)CCO methyl N-(tert-butoxycarbonyl)-N-(2-hydroxyethyl)-L-methioninate